NC1(CCN(CC1)C(=O)OC(C)(C)C)CC(=O)OCC tert-Butyl 4-amino-4-(2-ethoxy-2-oxoethyl)piperidine-1-carboxylate